The molecule is a sulfonamide obtained by formal condensation of the sulfo group of 5-(dimethylamino)-naphthalene-1-sulfonic acid with the amino group of 4-nitrosobenzylamine. It has a role as a hapten and an allergen. It is a sulfonamide and a nitroso compound. CN(C)C1=CC=CC2=C1C=CC=C2S(=O)(=O)NCC3=CC=C(C=C3)N=O